2-amino-2,5-dihydropyrrole NC1NCC=C1